IC=1C=NN2C1C(=NC(=C2)C=2C=NN(C2)C)O[C@H]2[C@H]1CN(C[C@H]1C2)C(=O)OC(C)(C)C |r| rac-tert-butyl (1S,5R,6R)-6-(3-iodo-6-(1-methylpyrazol-4-yl)pyrazolo[1,5-a]pyrazin-4-yl)oxy-3-azabicyclo[3.2.0]heptane-3-carboxylate